O1CCN(CC1)CC1=CC=C(S1)C=1C=C2C(=CNC2=CC1)C(C(=O)N)C (5-(5-(morpholinomethyl)thiophen-2-yl)-1H-indol-3-yl)propionamide